C[C@@H]1CN(C[C@@H](N1C)C)C=1C=C(C(=CC1)N)N |o1:1,5| 4-((3r,5s)-rel-3,4,5-trimethylpiperazin-1-yl)benzene-1,2-diamine